C(CCCCCCC\C=C/CCCCCCCC)(=O)OCCCCCCCCCCC hendecyl oleate